FC(C=1OC(=NN1)C1=CC=2N(C=C1)C=C(N2)CC2=CC=C(C=C2)S(=O)(=O)C)F 2-(difluoromethyl)-5-(2-(4-(methylsulfonyl)benzyl)imidazo[1,2-a]pyridin-7-yl)-1,3,4-oxadiazole